3-((3,5-Difluoro-4-(3-fluoropropyl)benzyl)oxy)-7,8,8a,9-tetrahydropyrrolo[1',2':3,4]imidazo[1,2-c]pyrimidin-1(6H)-one FC=1C=C(COC=2C=C3N(C(N2)=O)CC2N3CCC2)C=C(C1CCCF)F